ClC=1C=C(C=C(C1)F)C=1C(=NC(=NC1)NC=1C=NN(C1)C)NC=1C=C(C=CC1)NC(C=C)=O N-(3-((5-(3-chloro-5-fluorophenyl)-2-((1-methyl-1H-pyrazol-4-yl)amino)pyrimidin-4-yl)amino)phenyl)acrylamide